(S)-2-(2-((1-(4-methoxybenzyl)-6-oxo-5-(trifluoromethyl)-1,6-dihydropyridazin-4-yl)amino)propoxy)acetic acid COC1=CC=C(CN2N=CC(=C(C2=O)C(F)(F)F)N[C@H](COCC(=O)O)C)C=C1